C1(CCCC1)NC1=C(C=CC(=N1)C(CCC)=O)NC(C)CC 1-[6-(cyclopentylamino)-5-(sec-butylamino)-2-pyridinyl]butan-1-one